CC(C)CC(CC)(C)C 2,4,4-trimethylhexane